6-chloro-5-(4-dimethylaminophenyl)-3-[hydroxy-(3-methoxyisoxazol-5-yl)methylene]indolin-2-one ClC1=C(C=C2C(C(NC2=C1)=O)=C(C1=CC(=NO1)OC)O)C1=CC=C(C=C1)N(C)C